(1-ethyl-2-oxabicyclo[2.1.1]hexan-4-yl)methanol C(C)C12OCC(C1)(C2)CO